BrC1=C(NC(N1C)=O)NC1=CC(=C(C(=O)O)C=C1)Cl 4-[(5-bromo-1-methyl-imidazole-2-onyl)amino]-2-chloro-benzoic acid